C(C)(C)(C)[Si](OCC)(OCC)C(C)(C)C di-tert-butyldiethoxysilane